sodium (S)-3-(3-(1-methyl-4-oxido-2-oxo-1,2-dihydropyridin-3-yl)ureido)-3-(3-(2-(trifluoro methyl)benzyl)phenyl)propanoate CN1C(C(=C(C=C1)[O-])NC(N[C@@H](CC(=O)[O-])C1=CC(=CC=C1)CC1=C(C=CC=C1)C(F)(F)F)=O)=O.[Na+].[Na+]